N1N=C(C=C1)C1=NC=CC=N1 PYRAZOLYL-PYRIMIDINE